ClC1=C(C(=CC=C1)Cl)C(C)=O 1-(2,6-dichlorophenyl)ethan-1-one